2,3,4,6-tetrafluorobromobenzene FC1=C(C(=CC(=C1F)F)F)Br